1-{3-fluoro-3-[(Z)-2-[5-(trifluoromethyl)-1,2-oxazol-3-yl]vinyl]azetidin-1-yl}prop-2-en-1-one tert-Butyl-3-[2-(4-bromopyridin-2-yl)hydrazinecarbonyl]-3-methylazetidine-1-carboxylate C(C)(C)(C)OC(=O)N1CC(C1)(C)C(=O)NNC1=NC=CC(=C1)Br.FC1(CN(C1)C(C=C)=O)\C=C/C1=NOC(=C1)C(F)(F)F